OCC(=O)[C@H](O)[C@H](O)CO D-erythro-pentulose